6-aminochrysene NC=1C=C2C=3C=CC=CC3C=CC2=C2C=CC=CC12